NC1=NC=NN2C1=CC=C2[C@H]2[C@@H]([C@@H]([C@@](O2)(C#N)COP(=O)(OC2=CC=CC=C2)N[C@@H](C)C(=O)OCC(C)(C)OCC2=CC=CC=C2)O)O 2-(Benzyloxy)-2-methylpropyl ((((2R,3S,4R,5S)-5-(4-aminopyrrolo[2,1-f][1,2,4]triazin-7-yl)-2-cyano-3,4-dihydroxytetrahydrofuran-2-yl)methoxy) (phenoxy)phosphoryl)-L-alaninate